ClC1=C(C(=CC=C1)Cl)C1=CC2=C(N=C(N=C2)NC=2N=NC(=CC2)OC=2C=NN(C2)CCC2CCN(CC2)C)N(C1=O)C 6-(2,6-dichlorophenyl)-8-methyl-2-[[6-[1-[2-(1-methyl-4-piperidyl)ethyl]pyrazol-4-yl]oxypyridazin-3-yl]amino]pyrido[2,3-d]pyrimidin-7-one